FC(C=1C2=C(N(N1)CC(=O)O)C([C@H]1[C@@H]2C1)(F)F)F 2-((3bS,4aR)-3-(difluoromethyl)-5,5-difluoro-3b,4,4a,5-tetrahydro-1H-cyclopropa[3,4]cyclopenta[1,2-c]pyrazol-1-yl)acetic acid